OC1=CC=C2C3=C(CS(C2=C1)=O)C=C(C=C3)O 3,8-dihydroxy-6H-benzo[c]thiochromene 5-oxide